(cyclopropylmethyl)-1-propyl-5-(4,4,5,5-tetramethyl-1,3,2-dioxaborolan-2-yl)pyrimidin-2-amine C1(CC1)CC1=NC(N(C=C1B1OC(C(O1)(C)C)(C)C)CCC)N